3-(((1-ethyl-2-oxoazetidin-3-yl)carbamoyl)oxy)-2-((((9Z,12Z)-octadeca-9,12-dienoyl)oxy)methyl)propyl (9Z,12Z,15Z)-octadeca-9,12,15-trienoate C(CCCCCCC\C=C/C\C=C/C\C=C/CC)(=O)OCC(COC(NC1C(N(C1)CC)=O)=O)COC(CCCCCCC\C=C/C\C=C/CCCCC)=O